ClC1=CC2=C(N=CN(C2=O)CC2(CCN(CC2)C(=O)C2(CC2)C)O)N1C1=CC=C(C=C1)[C@@H]1NCC(OC1)(C)C (S)-6-Chloro-7-(4-(6,6-dimethylmorpholin-3-yl)phenyl)-3-((4-hydroxy-1-(1-methylcyclopropane-1-carbonyl)piperidin-4-yl)methyl)-3,7-dihydro-4H-pyrrolo[2,3-d]pyrimidin-4-one